FC(C=1N=NN(C1)CC1CC2(CNC2)C1)(F)F 6-[[4-(trifluoromethyl)triazol-1-yl]methyl]-2-azaspiro[3.3]heptane